CN1N=CC(=C1C1=CC=NC=C1)C1=CC=C(OCC2=NC3=CC=CC=C3C=C2)C=C1 2-[4-(1-methyl-5-pyridin-4-yl-1H-pyrazol-4-yl)-phenoxymethyl]-quinoline